N-((4-methoxyphenyl)sulfonyl)-3-(3,4,5-trimethoxyphenyl)-1H-pyrazole-5-carboxamide COC1=CC=C(C=C1)S(=O)(=O)NC(=O)C1=CC(=NN1)C1=CC(=C(C(=C1)OC)OC)OC